The molecule is a beta-lactam that is 7-oxo-1-azabicyclo[3.2.0]heptane-2-carboxylic acid carring additional (2-aminoethyl)sulfanyl and ethyl substituents at positions 3 and 6 respectively. An intermediate in the biosynthesis of carbapenem. It has a role as a bacterial metabolite. It is a beta-lactam, an aliphatic sulfide, a monocarboxylic acid, an organic heterobicyclic compound and a primary amino compound. CCC1C2CC(C(N2C1=O)C(=O)O)SCCN